α-isobutyl-malic acid C(C(C)C)C(C(=O)O)(O)CC(=O)O